C(CCCCCCCC)N(C(=O)N)CCCCCCCCC N,N-dinonyl-urea